O-mesitylsulfonylhydroxylamine C1(=C(C(=CC(=C1)C)C)S(=O)(=O)ON)C